CN(S(=O)(=O)N1C(=NC=C1)[Si](C)(C)C(C)(C)C)C 1-dimethylsulfamoyl-2-(tert-butyldimethylsilyl)imidazole